tert-butyl 4-(4-(4,4,5,5-tetramethyl-1,3,2-dioxaborolan-2-yl)phenyl)-3,6-dihydropyridine-1(2H)-carboxylate CC1(OB(OC1(C)C)C1=CC=C(C=C1)C=1CCN(CC1)C(=O)OC(C)(C)C)C